C1(CC1)OC=1C=C(C=NC1)NC=1C(=NOC1C1=CC=C(C(=N1)C)NC(OC(C)(C)C)=O)C tert-butyl (6-(4-((5-cyclopropoxypyridin-3-yl)amino)-3-methylisoxazol-5-yl)-2-methylpyridin-3-yl)carbamate